BrC=1C=CC(=C2C=C(C=NC12)F)C[C@@H](C(=O)OC)N=C(C1=CC=CC=C1)C1=CC=CC=C1 methyl (S)-3-(8-bromo-3-fluoroquinolin-5-yl)-2-((diphenylmethylene) amino)propanoate